1-(3-(4-fluorophenyl)-2,7-dimethyl-1,6-naphthyridin-5-yl)ethan-1-one FC1=CC=C(C=C1)C=1C(=NC2=CC(=NC(=C2C1)C(C)=O)C)C